1-(2-methoxybenzyl)-5-methyl-2-(4-(trifluoromethoxy)phenyl)-1H-imidazole COC1=C(CN2C(=NC=C2C)C2=CC=C(C=C2)OC(F)(F)F)C=CC=C1